tert-butyl (2R,4R)-2-(((S)-1-(((3-chloro-1H-pyrrolo[2,3-b]pyridin-5-yl) methyl) amino)-1-oxopropan-2-yl) carbamoyl)-4-phenylpyrrolidine-1-carboxylate ClC1=CNC2=NC=C(C=C21)CNC([C@H](C)NC(=O)[C@@H]2N(C[C@H](C2)C2=CC=CC=C2)C(=O)OC(C)(C)C)=O